4-(methylamino)butane-1-ol hydrochloride Cl.CNCCCCO